CC(CS(=O)(=O)C=1C=C2C=NN(C2=C(C1)N1[C@@H]2CN(C[C@H]1CC2)C(=O)C2=C(C=C(C=C2)F)C)CCOC)(C)C [(1S,5R)-8-[5-(2,2-dimethylpropylsulfonyl)-1-(2-methoxyethyl)indazol-7-yl]-3,8-diazabicyclo[3.2.1]octan-3-yl]-(4-fluoro-2-methyl-phenyl)methanone